Cl.C(N)(=O)C1=CC=C(C=C1)C=1C=C2C(=NNC2=CC1)NC(=O)C1CCN(CC1)C N-[5-(4-carbamoylphenyl)-1H-indazol-3-yl]-1-methylpiperidine-4-carboxamide hydrochloride